ICCS(=O)(=O)NC1=CC=C(C[C@H](N)C(=O)O)C=C1 p-((2-iodoethyl)sulfonamido)-L-phenylalanine